C1NC(CC12CCCCC2)C(=O)N[C@H](C(=O)OC)C[C@H]2C(NCCC2)=O methyl (2S)-2-(2-azaspiro[4.5]decane-3-carbonylamino)-3-[(3S)-2-oxo-3-piperidyl]propanoate